ClC1=C(C=C(NC2=CC=C(C(=N2)C(=O)NCC(C)(C)C)OC)C=C1F)F 6-(4-chloro-3,5-difluoro-anilino)-N-(2,2-dimethylpropyl)-3-methoxy-pyridine-2-carboxamide